ClC=1C=C2C(=CC(=NC2=CC1)C(F)(F)F)N[C@@H]1C[C@@H](CCC1)NC(=O)C=1C(=NN(C1)CC(F)F)C#N N-((1R,3S)-3-((6-chloro-2-(trifluoromethyl)quinolin-4-yl)amino)cyclohexyl)-3-cyano-1-(2,2-difluoroethyl)-1H-pyrazole-4-carboxamide